N[C@@H](CCC(N)=O)C(=O)O trans-glutamine